C(C)C=1CNC2=CC3=C(C=C2N1)OCC[C@H]1N(C3)C(CN(C1)C=1C=CC(=NC1)C(=O)OC)=O methyl (R)-5-(10-ethyl-l-1-oxo-1,2,4,4a,5,6,11,14-octahydro-3H,12H-pyrazino[1',2':5,6][1,5]oxazocino[2,3-g]quinoxalin-3-yl)picolinate